CNC(NC1=CC=C(N=N1)C(=O)N)=O 6-(3-methylureido)pyridazine-3-carboxamide